p-sulfhydryl-benzenesulfonic acid SC1=CC=C(C=C1)S(=O)(=O)O